CC1C2C(CC(C1)C(=O)OCC1CC3C(C(C1)C)O3)O2 3,4-epoxy-5-methylcyclohexylmethyl 3,4-epoxy-5-methylcyclohexanecarboxylate